ClC1=CC=NC=2CCCC(C12)CC 4-chloro-5-ethyl-5,6,7,8-tetrahydroquinoline